ClC1=NC=C(C(=C1)C1=C(C=NC(=C1)C)C(=O)NC=1SC(=NN1)OC)CC 2'-chloro-5'-ethyl-N-(5-methoxy-1,3,4-thiadiazol-2-yl)-6-methyl-(4,4'-bipyridine)-3-carboxamide